tert-butyl (3-(2-methoxyphenethyl)-4-oxo-3,4-dihydro quinazolin-5-yl)carbamate COC1=C(CCN2C=NC3=CC=CC(=C3C2=O)NC(OC(C)(C)C)=O)C=CC=C1